C1(CCCCC1)OC(C(=O)N1CC(C(CC1)(O)CN1C=NC(=CC1=O)C1=C(C=CC=C1)F)(C)C)C 3-((1-(2-(cyclohexyloxy)propionyl)-4-hydroxy-3,3-dimethylpiperidin-4-yl)methyl)-6-(2-fluorophenyl)pyrimidin-4(3H)-one